ClC=1C2=C(N=CN1)N(C=C2B2OC(C(O2)(C)C)(C)C)C 4-chloro-7-methyl-5-(4,4,5,5-tetramethyl-1,3,2-dioxaborolan-2-yl)-7H-pyrrolo[2,3-d]pyrimidine